ISOPROPYLIDENEGLYCEROL C(C)(C)=C(O)C(O)CO